CS(=O)(=O)OCCC1=NN(C2=C(C=C(C=C12)F)F)COCC[Si](C)(C)C 2-(5,7-difluoro-1-((2-(trimethylsilyl)ethoxy)methyl)-1H-indazol-3-yl)ethyl methanesulfonate